3-(5-((2,9-Diazaspiro[5.5]undecan-2-yl)sulfonyl)pyridin-2-yl)oxazolidin-2-one hydrochloride Cl.C1N(CCCC12CCNCC2)S(=O)(=O)C=2C=CC(=NC2)N2C(OCC2)=O